FC(COC=1C(N(C=C2C1N=C(N=C2N[C@H](C)C2=C(C(=CC=C2)C(F)F)F)C)C2(CC2)C)=O)F (R)-8-(2,2-difluoroethoxy)-4-((1-(3-(difluoromethyl)-2-fluorophenyl)ethyl)amino)-2-methyl-6-(1-methylcyclopropyl)pyrido[4,3-d]pyrimidine-7(6H)-one